[N+](=O)([O-])C1=CC=C(OC=2C(=C(C=C(C2)C(C)(C)C)[N+](=O)[O-])C(C)(C)C)C=C1 4-Nitrophenoxy-2,5-di-tert-butylnitrobenzene